alpha-ethanone C(C)=O